N-(4-(2-(2-aminopyridin-3-yl)-5-phenyl-3H-imidazo[4,5-b]pyridin-3-yl)benzyl)-2-cyanonicotinamide NC1=NC=CC=C1C1=NC=2C(=NC(=CC2)C2=CC=CC=C2)N1C1=CC=C(CNC(C2=C(N=CC=C2)C#N)=O)C=C1